OC[C@@H](CC(C)C)NC1=NC(=NC(=N1)C[C@@H](C)C1=CC(=C(C(=C1)F)F)F)NS(=O)(=O)C |o1:15| N-(4-(((R)-1-Hydroxy-4-methylpentan-2-yl)amino)-6-((R*)-2-(3,4,5-trifluorophenyl)propyl)-1,3,5-triazin-2-yl)methanesulfonamide